FC(C1=CC=C(C=N1)C=1C=C(C(N(N1)C=1C=NC=CC1)=O)C(=O)NC(CO)C)F 6-[6-(difluoromethyl)pyridin-3-yl]-N-(1-hydroxyprop-2-yl)-3-oxo-2-(pyridin-3-yl)-2,3-dihydropyridazine-4-carboxamide